5-chloro-1-(3-fluoro-4-methylphenyl)-3,3-dimethyl-2,3-dihydro-1H-pyrrolo[3,2-b]pyridine ClC1=CC=C2C(=N1)C(CN2C2=CC(=C(C=C2)C)F)(C)C